FC1=CC=CC2=C1SC(=C2C)C(=O)OC methyl 7-fluoro-3-methylbenzo[b]thiophene-2-carboxylate